(S)-N'-((3-methyl-2-(trifluoromethyl)-6,7-dihydro-5H-cyclopenta[b]pyridin-4-yl)carbamoyl)-6,7-dihydro-5H-pyrazolo[5,1-b][1,3]oxazine-3-sulfonimidamide CC=1C(=C2C(=NC1C(F)(F)F)CCC2)NC(=O)N=[S@@](=O)(N)C=2C=NN1C2OCCC1